octahydro-4aH-cyclopenta[b]pyridine-4a-carboxylic acid ethyl ester C(C)OC(=O)C12C(NCCC1)CCC2